C(=C)N1C(CCCC1)=O N-vinylvalerolactam